FC1=C(C=C(C=C1)O)C(=O)N1CC2(C1)CC(C2)C2=CC(=NN2C2=C(C=C(C=C2)F)C)C (2-fluoro-5-hydroxyphenyl){6-[1-(5-fluoro-2-tolyl)-3-methyl-5-pyrazolyl]-2-aza-2-spiro[3.3]heptyl}methanone